CC(C)(S(=O)N[C@@H]1C[C@H](CC12CCN(CC2)C(=O)OC(C)(C)C)O)C (1R,3S)-tert-Butyl 1-(1,1-dimethylethylsulfinamido)-3-hydroxy-8-azaspiro[4.5]decane-8-carboxylate